C(C)S(=O)(=O)N1N=CC=2C(=CC=CC12)N 1-ethylsulfonylindazol-4-amine